ClC=1N=C(C=2N(C1)C(=NC2)C)C2=C(C(=O)N(C(C)C)CC)C=C(C=C2)F 2-{6-chloro-3-methylimidazo[1,5-a]pyrazin-8-yl}-N-ethyl-5-fluoro-N-(isopropyl)benzamide